2-(4-(4-((1-(20-(4-(guanidinomethyl)phenoxy)-3,6,9,12,15,18-hexaoxaicosyl)-1H-1,2,3-triazol-4-yl)methoxy)-3,5-diiodophenoxy)-3,5-diiodophenyl)acetic acid N(C(=N)N)CC1=CC=C(OCCOCCOCCOCCOCCOCCOCCN2N=NC(=C2)COC2=C(C=C(OC3=C(C=C(C=C3I)CC(=O)O)I)C=C2I)I)C=C1